ClC1=NNC2=CC=C3C(=C12)SC(=C3OC3=CC=C(C=C3)OC3CN(C3)CCCF)C3=C(C=C(C=C3)F)C(C)(F)F 8-Chloro-2-(2-(1,1-difluoroethyl)-4-fluorophenyl)-3-(4-(1-(3-fluoropropyl)azetidine-3-oxy)phenoxy)-6H-thieno[2,3-e]indazole